C(CC)C(C(=O)OC(C(CCCCC)CCC)=O)CCCCC 2-propylheptanoic anhydride